NC1CCCC12CCN(CC2)C2=NC=C(C=1N2C=CN1)SC=1C(=C(C=CC1)NC(=O)C1=C(N=C2N(C1=C=O)CCCC2)O)Cl N-(3-((5-(1-amino-8-azaspiro[4.5]decan-8-yl)imidazo[1,2-c]pyrimidin-8-yl)thio)-2-chlorophenyl)-2-hydroxy-4-carbonyl-6,7,8,9-tetrahydro-4H-pyrido[1,2-a]pyrimidine-3-carboxamide